C1(CC1)C=1C(=NC(=NC1)C1=CC=CC=C1)C(=O)OCC Ethyl 5-Cyclopropyl-2-phenylpyrimidine-4-carboxylate